2-cyano-N-((4-(4-(trifluoromethyl)phenyl)-4,5,6,7-tetrahydropyrazolo[1,5-a]pyrimidin-6-yl)methyl)acetamide C(#N)CC(=O)NCC1CN(C=2N(C1)N=CC2)C2=CC=C(C=C2)C(F)(F)F